3-[(5-chloro-1H-indol-2-yl)methyl]-1-[1-(5-fluoro-6-methoxypyridine-3-carbonyl)piperidin-3-yl]-1-methylurea ClC=1C=C2C=C(NC2=CC1)CNC(N(C)C1CN(CCC1)C(=O)C=1C=NC(=C(C1)F)OC)=O